BrC1=CC=C(C=C1)N1CCN(CC1)CC(CC1=CC(=C(C(=O)OC)C=C1)C#N)O methyl 4-[3-[4-(4-bromophenyl)piperazin-1-yl]-2-hydroxy-propyl]-2-cyano-benzoate